CC1(OC(C2=C(O1)C=C(C=C2O[C@@H](C(F)(F)F)C)C)=O)C (R)-2,2,7-trimethyl-5-((1,1,1-trifluoropropan-2-yl)oxy)-4H-benzo[d][1,3]dioxin-4-one